O=C1NC(CCC1N1C(C2=CC=C(C=C2C1=O)N(C)[C@H]1[C@H](CCCC1)NCC)=O)=O 2-(2,6-dioxopiperidin-3-yl)-5-(((1R,2S)-2-(ethylamino)cyclohexyl)(methyl)amino)isoindoline-1,3-dione